C(C)OC(=O)C1=NC(=CC=C1)N1CC2(C1)CCOCC2 6-(7-oxa-2-azaspiro[3.5]nonan-2-yl)pyridine-2-carboxylic acid ethyl ester